4-bromo-3-fluoro-2-((2-fluoro-4-(trimethylsilyl)phenyl)amino)benzoic acid BrC1=C(C(=C(C(=O)O)C=C1)NC1=C(C=C(C=C1)[Si](C)(C)C)F)F